(R)-5-acetamido-2-methyl-N-(1-phenylethyl)benzamide C(C)(=O)NC=1C=CC(=C(C(=O)N[C@H](C)C2=CC=CC=C2)C1)C